(6R,12S)-17-Amino-12-methyl-6,15-bis(trifluoromethyl)-13,19-dioxa-3,4,18-triazatricyclo[12.3.1.12,5]nonadeca-1(18),2,4,14,16-pentaen-6-ol NC1=CC(=C2O[C@H](CCCCC[C@](C3=NN=C(C1=N2)O3)(O)C(F)(F)F)C)C(F)(F)F